C[Si](C1C(=CC2=CC=CC=C12)C)(C1C(=CC2=CC=CC=C12)C)C dimethyl-bis(2-methyl-inden-1-yl)silane